C(C1CO1)N(CC1CO1)C=1C(=C(C(=O)C2=CC=CC=C2)C=CC1)N(CC1CO1)CC1CO1 bis(diglycidylamino)benzophenone